FC(=O)[C@H](O)[C@@H](O)[C@@H](O)[C@H](O)CO 1-fluoro-galactose